ClC=1C(=C2C(=CN1)NC=C2)F 5-chloro-4-fluoro-1H-pyrrolo[2,3-c]pyridine